C(C=1C=C(C(N)=CC1)C)C=1C=C(C(N)=CC1)C 4,4'-methylenedi-ortho-toluidine